FC=1C(=C(C=CC1C)C1(CC1)C(=O)O)OC 1-(3-fluoro-2-methoxy-4-methylphenyl)cyclopropane-1-carboxylic acid